tert-butyl ((1S,3R)-3-((6-((5-(difluoromethoxy)-1H-pyrazol-3-yl)amino)pyrazin-2-yl)oxy)cyclohexyl)carbamate FC(OC1=CC(=NN1)NC1=CN=CC(=N1)O[C@H]1C[C@H](CCC1)NC(OC(C)(C)C)=O)F